N-oleoyl-N-hydroxyethyl-N',N'-dicarboxymethylethylenediamine monosodium [Na].C(CCCCCCC\C=C/CCCCCCCC)(=O)N(CCN(CC(=O)O)CC(=O)O)CCO